BrC=1C=C(C=CC1)C(C(=O)OC)(C(=O)OC)CO[Si](C)(C)C(C)(C)C Dimethyl 2-(3-bromophenyl)-2-(((tert-butyldimethylsilyl)oxy)methyl)malonate